COC=1C=C(C=CC1OC)C(CC(C(C)(C)C)=O)=O 1-(3,4-dimethoxyphenyl)-4,4-dimethyl-1,3-pentandione